(1SR,2SR)-2-tert-butoxy-N-[[(2S)-2-(3-cyanophenyl)oxetan-2-yl]methyl]cyclopropanecarboxamide C(C)(C)(C)O[C@@H]1[C@H](C1)C(=O)NC[C@@]1(OCC1)C1=CC(=CC=C1)C#N |&1:5,6|